cyanoAmide C(#N)[NH-]